N-(3,5-dichloro-4-((1-(1-(trifluoromethyl)cyclopropyl)-1H-benzo[d]imidazol-6-yl)oxy)phenyl)-5-oxo-4,5-dihydro-1,2,4-oxadiazole-3-carboxamide ClC=1C=C(C=C(C1OC=1C=CC2=C(N(C=N2)C2(CC2)C(F)(F)F)C1)Cl)NC(=O)C1=NOC(N1)=O